7-(bis(4H-benzo[d][1,3]dioxin-6-yl)methyl)-2,7-diazaspiro[3.5]nonane O1COCC2=C1C=CC(=C2)C(N2CCC1(CNC1)CC2)C2=CC1=C(OCOC1)C=C2